3,4-bis(Hydroxyimino)-5-methyldihydrofuran-2(3H)-one ON=C1C(OC(C1=NO)C)=O